FC(COC=1C(=NC(=NC1OC)NS(=O)(=O)C1=CNC(=C1)C1=CN=C(S1)C)OC)F N-[5-(2,2-difluoroethoxy)-4,6-dimethoxy-pyrimidin-2-yl]-5-(2-methylthiazol-5-yl)-1H-pyrrole-3-sulfonamide